C(C1=CC=CC=C1)OC1=CC(=C(C=C1)B(O)O)F (4-(benzyloxy)-2-fluorophenyl)boronic acid